(3S,6S,9aR)-6-{[(tert-butoxy)carbonyl]amino}-8-methyl-5-oxo-octahydro-1H-pyrrolo[1,2-a]azepine-3-carboxylic acid C(C)(C)(C)OC(=O)N[C@H]1CC(C[C@@H]2N(C1=O)[C@@H](CC2)C(=O)O)C